CC1N=C2N(C3=CC=C(C=C3N=C2Cl)C(=O)OC)C1 methyl 2-methyl-4-chloro-1,2-dihydroimidazo[1,2-a]quinoxaline-7-carboxylate